C(\C=C\C=CCCCC)CC(=O)[O-] (3e,6z)-non-2,4-dien-1-ylacetate